(4-allyl-2-methoxyphenoxy)-3-(isopropyl-amino)propan-2-ol C(C=C)C1=CC(=C(OCC(CNC(C)C)O)C=C1)OC